2-(2-(((3-(4-fluorophenyl)-7-methoxy-[1,2,4]triazolo[4,3-b]pyridazin-6-yl)oxy)methyl)-7,8-dihydro-1,6-naphthyridin-6(5H)-yl)propane-1,3-diol FC1=CC=C(C=C1)C1=NN=C2N1N=C(C(=C2)OC)OCC2=NC=1CCN(CC1C=C2)C(CO)CO